3-(3-fluoro-2-methoxyanilino)-2-(3-{[(2R)-4-methylmorpholin-2-yl]methoxy}pyridin-4-yl)-1,5,6,7-tetrahydro-4H-pyrrolo[3,2-c]pyridin-4-one FC=1C(=C(NC2=C(NC3=C2C(NCC3)=O)C3=C(C=NC=C3)OC[C@H]3CN(CCO3)C)C=CC1)OC